(E)-1-(2-aminomethyl-3-fluoroallyl)-1H-pyrrole-3-carboxylic acid methyl ester COC(=O)C1=CN(C=C1)C\C(=C\F)\CN